C(C)(=O)C1=CC(=C(C=C1)CC(=O)O)OCC=1C=C(C2=C(C=CO2)C1F)C1=CC(=CC=C1)CN 2-(4-acetyl-2-((7-(3-(aminomethyl)phenyl)-4-fluorobenzofuran-5-yl)methoxy)phenyl)acetic acid